NC1=C(C2=C(S1)C(C(CC2)(C2=CC=CC=C2)CCC2=CC(=NO2)Br)=O)C(=O)N 2-Amino-6-(2-(3-bromoisoxazol-5-yl)ethyl)-7-oxo-6-phenyl-4,5,6,7-tetrahydrobenzo[b]thiophene-3-carboxamide